NCC=1C=C(C=CC1)C1=CC(=CC=2C=COC21)COC2=C(C=CC(=C2)NC(C(C)C)=O)CC(=O)OCC ethyl 2-(2-((7-(3-(aminomethyl)phenyl)benzofuran-5-yl)methoxy)-4-isobutyramidophenyl)acetate